NCC=1C(=NC(=NC1)C1=C(C=C(C=C1)C(F)(F)F)F)N1CC(CC1)CNC(OC(C)(C)C)=O tert-butyl N-[[1-[5-(aminomethyl)-2-[2-fluoro-4-(trifluoromethyl)phenyl]pyrimidin-4-yl]pyrrolidin-3-yl]methyl]carbamate